methyl (2R)-2-(4-{2-chloro-3-[(8-cyano-4-{cyclopropyl[(4-methoxyphenyl)methyl]amino} pyrazolo[1,5-a][1,3,5]triazin-2-yl)amino]-5-(difluoromethoxy)phenyl}piperazin-1-yl)propanoate ClC1=C(C=C(C=C1NC1=NC=2N(C(=N1)N(CC1=CC=C(C=C1)OC)C1CC1)N=CC2C#N)OC(F)F)N2CCN(CC2)[C@@H](C(=O)OC)C